C(CCCCCCCCC)OC1=C(C(=CC=C1)O)C(\C=C\C1=CC=C(C=C1)OC)=O (E)-1-(2-Decoxy-6-hydroxyphenyl)-3-(4-methoxyphenyl)prop-2-en-1-one